BrC1=CC=C(C=C1)C=1C2=CC=CC=C2N=C2C=CC=CC12 9-(p-bromophenyl)acridine